(1-(4-methoxy-2-(methoxymethoxy)phenyl)cyclopropyl)methanol COC1=CC(=C(C=C1)C1(CC1)CO)OCOC